tert-butyl ((S)-1-((R)-3-(2-((S)-4-(4-fluorophenyl)-2-methylpiperazin-1-yl)ethyl)-1-oxo-2,8-diazaspiro[4.5]decan-8-yl)-1-oxopropan-2-yl)carbamate FC1=CC=C(C=C1)N1C[C@@H](N(CC1)CC[C@@H]1NC(C2(C1)CCN(CC2)C([C@H](C)NC(OC(C)(C)C)=O)=O)=O)C